C(=O)O.N1(N=CC=C1)C=1C=C(C=CC1)[C@@H]1C[C@@H]([C@H](CC1)NC1=CC(=C(C=C1Cl)S(=O)(=O)NC1=NC=NC=C1)F)N(C)C 4-(((1S,2S,4S)-4-(3-(1H-pyrazol-1-yl)phenyl)-2-(dimethylamino)cyclohexyl)amino)-5-chloro-2-fluoro-N-(pyrimidin-4-yl)benzenesulfonamide Formate